C1(CC1)S(=O)(=O)N1C[C@H]([C@@H](CC1)NC1=NC=C(C(=N1)C=1N=CN(C1)CC(C)(O)C)C(F)(F)F)F 1-(4-(2-(((3R,4R)-1-(Cyclopropylsulfonyl)-3-fluoropiperidin-4-yl)amino)-5-(trifluoromethyl)pyrimidin-4-yl)-1H-imidazol-1-yl)-2-methylpropan-2-ol